di(2-ethyl-hexyl) adipate C(CCCCC(=O)OCC(CCCC)CC)(=O)OCC(CCCC)CC